1-isothiocyanato-2-cyclopropyloxybenzene N(=C=S)C1=C(C=CC=C1)OC1CC1